ClC1=C(C=CC=C1)C1=CC=C(C=C1)OC1=C(N=NN1)C(=O)O 5-((2'-chloro-[1,1'-biphenyl]-4-yl)oxy)-1H-1,2,3-triazole-4-carboxylic acid